C[Si]12OC(CN(CCO1)CCO2)C(F)(F)F 1-methyl-3-(trifluoromethyl)-2,8,9-trioxa-5-aza-1-silabicyclo[3.3.3]undecane